C(C)(C)N1CCNCC1 4-isopropyl-piperazin